COC1=CC=C(C=C1)N1N=C(CC1=O)C 2-(4-Methoxy-phenyl)-5-methyl-4H-pyrazol-3-one